(2'-amino-1,1'-biphenyl-2-yl)-palladium(II) NC1=C(C=CC=C1)C1=C(C=CC=C1)[Pd+]